2-{3-(6-(4'-phenyl-1,1'-biphenyl-3-yl)-dibenzothiophene-4-yl)phenyl}-4,6-diphenyl-1,3,5-triazine C1(=CC=CC=C1)C1=CC=C(C=C1)C1=CC(=CC=C1)C1=CC=CC=2C3=C(SC21)C(=CC=C3)C=3C=C(C=CC3)C3=NC(=NC(=N3)C3=CC=CC=C3)C3=CC=CC=C3